C1(CC1)C(C(C(=O)NC1=NC=C(C=C1)C=1C(=NNC1CC)C)NC(=O)C=1N(N=CC1)CCOC)C1CC1 N-[1-(dicyclopropylmethyl)-2-[[5-(5-ethyl-3-methyl-1H-pyrazol-4-yl)-2-pyridyl]amino]-2-oxo-ethyl]-2-(2-methoxyethyl)pyrazole-3-carboxamide